C(C)(C)(C)NC[C@H](O)C1=C(C=CC=C1)Cl |r| (RS)-2-tert-butylamino-1-(2-chlorophenyl)ethanol